(3aR,4R,5R,7S,8S,9R,9aS,12R)-8-hydroxy-4,7,9,12-tetramethyl-3-oxo-7-vinyldecahydro-4,9a-propanocyclopenta[8]annulen-5-yl-2-hydroxyacetate O[C@@H]1[C@@](C[C@H]([C@@]2([C@H]3[C@]([C@H]1C)(CCC3=O)CC[C@H]2C)C)C(C(=O)[O-])O)(C=C)C